2,2-diethyl-6-(3-(pyridazin-3-yl)-1,2,4-oxadiazol-5-yl)chroman-4-one C(C)C1(OC2=CC=C(C=C2C(C1)=O)C1=NC(=NO1)C=1N=NC=CC1)CC